1,3-diethyl 2-[1-(7-chloro-1-oxo-2,3-dihydro-1H-isoindol-5-yl)-1-oxopropan-2-yl]propanedioate ClC=1C=C(C=C2CNC(C12)=O)C(C(C)C(C(=O)OCC)C(=O)OCC)=O